Cl.COC(C1=C(C=C(C=C1)C(NC1CCNCC1)=O)Br)=O 2-bromo-4-(piperidin-4-ylcarbamoyl)benzoic acid methyl ester hydrochloride